OC1(CCN(CC1)C(=O)OC(C)(C)C)CN1C=NC2=C(C1=O)C=NN2C2=CC(=CC=C2)CO tert-Butyl 4-hydroxy-4-((1-(3-(hydroxymethyl)phenyl)-4-oxo-1,4-dihydro-5H-pyrazolo[3,4-d]pyrimidin-5-yl)methyl)piperidine-1-carboxylate